(S)-N-(chroman-4-yl)-2-(6-isopropyl-pyridin-3-yl)benzo-[d]thiazole-6-carboxamide O1CC[C@@H](C2=CC=CC=C12)NC(=O)C1=CC2=C(N=C(S2)C=2C=NC(=CC2)C(C)C)C=C1